ethylene glycol di(4-cyanobutyl) ether C(#N)CCCCOCCOCCCCC#N